N'-(2,4-dichloro-5-bromoisopropoxyphenyl)pivaloyl-hydrazine tert-butyl-(E)-(2-(difluoromethyl)-4-(3-(4-(4-(dimethylamino)but-2-enoyl)piperazin-1-yl)pyridin-4-yl)benzyl)carbamate C(C)(C)(C)N(C(O)=O)CC1=C(C=C(C=C1)C1=C(C=NC=C1)N1CCN(CC1)C(\C=C\CN(C)C)=O)C(F)F.ClC1=C(C=C(C(=C1OC(C)C)Cl)Br)NNC(C(C)(C)C)=O